C(C)N1N=C(C=C1C=1N=CC2=C(NC3=C(C=C(C=C23)C(=O)N)OC)N1)C 2-(1-ethyl-3-methyl-1H-pyrazol-5-yl)-8-methoxy-9H-pyrimido[4,5-b]indole-6-carboxamide